methyl (Z)-6-((4S,5R)-5-((1E,3E)-hexa-1,3-dien-5-yn-1-yl)-2,2-dimethyl-1,3-dioxolan-4-yl)hex-4-enoate C(=C\C=C\C#C)/[C@@H]1[C@@H](OC(O1)(C)C)C\C=C/CCC(=O)OC